C(C)(C)(C)N(C(C)(C)C)C1=C(C(=O)C2=CC=CC=C2)C=CC=C1 N,N-di-t-butylaminobenzophenone